1,1-bis(3,4-dicarboxyphenoxy)ethane C(=O)(O)C=1C=C(OC(C)OC2=CC(=C(C=C2)C(=O)O)C(=O)O)C=CC1C(=O)O